3-(4-(3-ethyl-5-(piperidin-4-yl)-1H-indol-2-yl)pyridin-2-yl)-1,2,4-oxadiazol-5-amine C(C)C1=C(NC2=CC=C(C=C12)C1CCNCC1)C1=CC(=NC=C1)C1=NOC(=N1)N